COC=1C=C(C=CC1OCC=1C=NC(=NC1)C)NC1=C(C=2N=C(C=NC2C=C1)N1CCOCC1)C#N 6-((3-methoxy-4-((2-methylpyrimidin-5-yl)methoxy)phenyl)amino)-3-morpholinoquinoxaline-5-carbonitrile